C(C)(C)C(CC(C)C)CCCCCC#P=O 2,1-diisopropylphosphoryloctane